1,3-bis(2-(2-aminobenzoyloxy)ethyl)urea NC1=C(C(=O)OCCNC(=O)NCCOC(C2=C(C=CC=C2)N)=O)C=CC=C1